ClC=C monochloroethene